BrC1=CC=C(C=C1)C(C)(C)C=1N=C(SC1)NC(=O)NCC 1-(4-(2-(4-bromophenyl)propan-2-yl)thiazol-2-yl)-3-ethylurea